O=C1NC(CCC1N1C(C2=CC=C(C=C2C1=O)N1CCC(CC1)CCNC(OC(C)(C)C)=O)=O)=O tert-butyl (2-(1-(2-(2,6-dioxopiperidin-3-yl)-1,3-dioxoisoindolin-5-yl)piperidin-4-yl)ethyl)carbamate